(4-fluoro-2,6-dimethoxyphenyl)boronic acid FC1=CC(=C(C(=C1)OC)B(O)O)OC